O[C@H]1[C@@H](CCC1)N(C(OC(C)(C)C)=O)CC=1C=C(C2=C(N=C(O2)C=2C=C(C=CC2)C2=C(C=CC=C2)C2=NN=CN2C)C1)C(F)(F)F tert-Butyl ((1R,2R)-2-hydroxycyclopentyl)((2-(2'-(4-methyl-4H-1,2,4-triazol-3-yl)-[1,1'-biphenyl]-3-yl)-7-(trifluoromethyl)benzo[d]oxazol-5-yl)methyl)carbamate